N-{[5-chloro-6-(2-fluoro-4-pyridyl)-2-indolyl]methyl}acetamide ClC=1C=C2C=C(NC2=CC1C1=CC(=NC=C1)F)CNC(C)=O